C1(CCCCC1)C[C@@H](C(N[C@H](C=O)C[C@H]1C(NCC1)=O)=O)NC(OCC1=CC(=CC=C1)I)=O 3-Iodobenzyl ((S)-3-cyclohexyl-1-oxo-1-(((S)-1-oxo-3-((S)-2-oxopyrrolidin-3-yl)propan-2-yl)amino)propan-2-yl)carbamate